N[C@H]1C[C@H](N(CC1)C(=O)N1CC2(CCCC2)[C@@H](CC1)CN1C=NC(=CC1=O)C1=CC=CC=C1)C1=CC=CC=C1 3-(((R)-7-((2S,4R)-4-amino-2-phenylpiperidine-1-carbonyl)-7-azaspiro[4.5]decan-10-yl)methyl)-6-phenylpyrimidin-4(3H)-one